(3-amino-3-methylbutyl)(4-((3-amino-3-methylbutyl)amino)butyl)carbamic acid NC(CCN(C(O)=O)CCCCNCCC(C)(C)N)(C)C